FC=1C=C(C=CC1)[C@@H]1N(CCC1)C=1C=CC=2N(N1)C(=CN2)C2=CC=CC(=N2)N2CCN(CC2)CCNC=2C=C1CN(C(C1=CC2)=O)C2C(NC(CC2)=O)=O 3-(5-((2-(4-(6-(6-((R)-2-(3-fluorophenyl)pyrrolidin-1-yl)imidazo[1,2-b]pyridazin-3-yl)pyridin-2-yl)piperazin-1-yl)ethyl)amino)-1-oxoisoindolin-2-yl)piperidine-2,6-dione